(S)-1-(5-chloropyrimidin-2-yl)-3-(isoquinolin-4-yl)-2-oxoimidazolidine-4-carbonitrile ClC=1C=NC(=NC1)N1C(N([C@@H](C1)C#N)C1=CN=CC2=CC=CC=C12)=O